3-(4-((4-fluorobenzo[d]thiazol-5-yl)amino)thieno[2,3-b]pyridin-2-yl)-2-methyl-2,5-dihydro-1H-pyrrole-1-carboxylic acid benzyl ester C(C1=CC=CC=C1)OC(=O)N1C(C(=CC1)C1=CC=2C(=NC=CC2NC=2C=CC3=C(N=CS3)C2F)S1)C